tetrahydrotellurophenone [Te]1(CCCC1)=O